CC1NCC(C(C1)N(C=1C=C2N=C(C=NC2=CC1)C)C)C N-(2,5-dimethylpiperidin-4-yl)-N,3-dimethylquinoxalin-6-amine